2,2-dimethylpropionic acid [4-(4-ethoxy-3-fluoro-4-oxo-butyl) triazol-1-yl]Methyl ester C(C)OC(C(CCC=1N=NN(C1)COC(C(C)(C)C)=O)F)=O